(S)-2-(2-(3-chlorophenyl)acetamido)-4-((2-phenoxyethyl)(4-(5,6,7,8-tetrahydro-1,8-naphthyridin-2-yl)butyl)amino)butanoic acid ClC=1C=C(C=CC1)CC(=O)N[C@H](C(=O)O)CCN(CCCCC1=NC=2NCCCC2C=C1)CCOC1=CC=CC=C1